2-(2-(cyclopropanesulfonamido)pyrimidin-4-yl)-N-(4-(6-ethoxypyrazin-2-yl)-2-fluoro-5-methylphenyl)-2-methylpropanamide C1(CC1)S(=O)(=O)NC1=NC=CC(=N1)C(C(=O)NC1=C(C=C(C(=C1)C)C1=NC(=CN=C1)OCC)F)(C)C